6-(biphenyl-4-yl)-4-(3-pyridin-3-yl-phenyl)-2-([1,1':4',1'']terphenyl-4-yl)-benzoxazole C1(=CC=C(C=C1)C1=CC2=C(N=C(O2)C2=CC=C(C=C2)C2=CC=C(C=C2)C2=CC=CC=C2)C(=C1)C1=CC(=CC=C1)C=1C=NC=CC1)C1=CC=CC=C1